(2-(4-formylpiperidin-1-yl)ethyl)-7-(1,3,5-trimethyl-1H-pyrazol-4-yl)-1H-indole-2-carboxylate C(=O)C1CCN(CC1)CCOC(=O)C=1NC2=C(C=CC=C2C1)C=1C(=NN(C1C)C)C